Cl[C@@H](C(=O)N(CC(=O)N)NC(=O)[C@H]1N(CCC1)C(=O)C1(CC1)C1=CC=C(C=C1)OC(F)(F)F)F 2-[((2S)-2-chloro-2-fluoro-acetyl)-[[(2S)-1-[1-[4-(trifluoromethoxy)phenyl]cyclopropanecarbonyl]pyrrolidine-2-carbonyl]amino]amino]acetamide